COC=1C=C2C=CN=C(C2=CC1OC)C1=CC=C(N)C=C1 4-(6,7-dimethoxyisoquinolin-1-yl)aniline